(S)-(N,N-dimethylamino)(benzene) CN(C)C1=CC=CC=C1